[2-Fluoro-5-(7-morpholin-4-yl-quinazolin-4-yl)-phenyl]-(3-methyl-pyrazin-2-yl)-methanol FC1=C(C=C(C=C1)C1=NC=NC2=CC(=CC=C12)N1CCOCC1)C(O)C1=NC=CN=C1C